2-(2,6-dioxopiperidin-3-yl)-5-(4-((1-(5-nitropyrimidin-2-yl)piperidin-4-yl)methyl)piperazin-1-yl)isoindoline-1,3-dione O=C1NC(CCC1N1C(C2=CC=C(C=C2C1=O)N1CCN(CC1)CC1CCN(CC1)C1=NC=C(C=N1)[N+](=O)[O-])=O)=O